FC(C(C(F)(F)F)(F)F)(OC(C(=O)F)(C(F)(F)F)F)F 2-(perfluoropropoxy)perfluoropropionyl fluoride